5-Fluoro-N-(2-fluorophenyl)-4-[3-methyl-5-oxo-4-(prop-2-yl)-4,5-dihydro-1H-1,2,4-triazol-1-yl]-2-[(2S)-pent-2-yloxy]benzamide FC=1C(=CC(=C(C(=O)NC2=C(C=CC=C2)F)C1)O[C@@H](C)CCC)N1N=C(N(C1=O)C(C)C)C